trans-{4-[2-[4-(2,3-dichlorophenyl)-piperazin-1-yl]-ethyl]-cyclohexyl}-carbamic acid tert-butyl ester C(C)(C)(C)OC(N[C@@H]1CC[C@H](CC1)CCN1CCN(CC1)C1=C(C(=CC=C1)Cl)Cl)=O